2-(2-fluorophenyl)-N-(3-isopropoxy-4-morpholinophenyl)pyrazolo[1,5-a][1,3,5]triazin-4-amine FC1=C(C=CC=C1)C1=NC=2N(C(=N1)NC1=CC(=C(C=C1)N1CCOCC1)OC(C)C)N=CC2